ClC=1C=C(C(=O)N(CC2CC2)C(C)C2=C(N=CO2)C2=NC=NC(=C2)Cl)C=C(C1)C(F)(F)F 3-chloro-N-[1-[4-(6-chloropyrimidin-4-yl)oxazol-5-yl]ethyl]-N-(cyclopropylmethyl)-5-(trifluoromethyl)benzamide